CC1=CC(=NC(=C1)S(=O)(=O)C)NC1=CC(=NC=C1OC1=NC=CC=C1)NC(C)=O N-(4-((4-methyl-6-(methylsulfonyl)pyridin-2-yl)amino)-5-(pyridin-2-yloxy)pyridin-2-yl)acetamide